BrC1=C(C(=C(C=C1)C(F)(F)F)F)OC 1-bromo-3-fluoro-2-methoxy-4-(trifluoromethyl)benzene